C12(CC3CC(CC(C1)C3)C2)S(=O)(=O)[O-].[K+] potassium adamantanesulfonate